NC1=CC=C(C=C1)C=1C(=C2C(C(=O)NC2=O)=CC1)C1=CC=C(C=C1)N bis(4-aminophenyl)phthalimide